C1(=CC=CC=C1)C1C(=O)OC(C1C1=CC=CC=C1)=O 2,3-diphenyl-butanedioic anhydride